ClC1=CC=C(C=C1)NC(C1=CC(=C(C=C1)N(C(=O)NC1=CC=C(C=C1)Cl)CCN1C(COCC1)=O)C)=O N-(4-chlorophenyl)-4-{3-(4-chlorophenyl)-1-[2-(3-oxomorpholino)ethyl]ureido}-3-methylbenzamide